4-(2-methylpyridine-4-amido)benzoic acid CC1=NC=CC(=C1)C(=O)NC1=CC=C(C(=O)O)C=C1